N-{4-[4-amino-2-(2-methoxyethyl)-1H-imidazo[4,5-c]quinolin-1-yl]butyl}quinolin-3-carboxamide NC1=NC=2C=CC=CC2C2=C1N=C(N2CCCCNC(=O)C=2C=NC1=CC=CC=C1C2)CCOC